BrC=1C=C2C3(C(N(C2=CC1)C)=O)CCC(CC3)(F)F 5'-Bromo-4,4-difluoro-1'-methylspiro[cyclohexane-1,3'-indoline]-2'-one